C(=C)C(C(C(C=C)(F)F)(F)F)(F)F 1,3-divinylperfluoropropane